C1(CC1)CN1C=CC2=CC=CC=C12 1-(cyclopropylmethyl)-1H-indole